NC1=NC(=NC(=N1)N)CCC(OC)OC 2,4-diamino-6-(3,3-dimethoxypropyl)s-triazine